FC1=CC=C(C=C1)C1(CCC2CCCN12)C 3-(4-fluorophenyl)-3-methyltetrahydro-1H-pyrrolizine